BrC1C(C2=CC=C(C=C2C1)Cl)O 2-bromo-5-chloro-2,3-dihydro-1H-inden-1-ol